sodium (2S,5R)-2-(N-((R)-1-acetylpiperidine-3-carbonyl) carbamimidoyl)-7-oxo-1,6-diazabicyclo[3.2.1]octan-6-yl sulfate S(=O)(=O)(ON1[C@@H]2CC[C@H](N(C1=O)C2)C(NC(=O)[C@H]2CN(CCC2)C(C)=O)=N)[O-].[Na+]